1-(5-(((1R,5S)-8-(methylsulfonyl)-8-azabicyclo[3.2.1]octan-3-yl)methyl)benzo[d]isoxazol-3-yl)dihydropyrimidine-2,4(1H,3H)-dione CS(=O)(=O)N1[C@H]2CC(C[C@@H]1CC2)CC=2C=CC1=C(C(=NO1)N1C(NC(CC1)=O)=O)C2